[SiH2]1C=CC2=C1C1=C(C=C2)C=CC=C1 benzobenzosilol